C(C1=CC=CC=C1)OC1=C(C=O)C=CC(=C1)N(C)CCO 2-Benzyloxy-4-[(2-hydroxyethyl)(methyl)amino]benzaldehyde